(S)-2-((4-(7-bromo-1H-indazol-3-yl)-5-(trifluoromethyl)pyrimidin-2-yl)amino)propan-1-ol BrC=1C=CC=C2C(=NNC12)C1=NC(=NC=C1C(F)(F)F)N[C@H](CO)C